C(C)(C)(C)OC(=O)C1OC1C1=CC=C(C=C1)OCCOCCOCCOCC 3-(4-{2-[2-(2-ethoxyethoxy)ethoxy]ethoxy}phenyl)oxirane-2-carboxylic acid tert-butyl ester